3,5-dimethyl-1-octanol CC(CCO)CC(CCC)C